4-((2R,3S,4S,5R)-3-(4-fluoro-2-hydroxyphenyl)-4,5-dimethyl-5-(trifluoromethyl)tetrahydrofuran-2-carboxamido)picolinamide FC1=CC(=C(C=C1)[C@H]1[C@@H](O[C@]([C@H]1C)(C(F)(F)F)C)C(=O)NC1=CC(=NC=C1)C(=O)N)O